P(O)(=O)(OP(=O)(O)O)O[C@@H]1[C@H](O)[C@H](O)[C@H](O1)COP(=O)(O)O 5-Phospho-α-D-ribose 1-diphosphat